4-(8-bromo-3-fluoropyrido[1,2-a]indol-10-yl)-2,6-di-tert-butylphenol BrC1=CC=2N(C3=CC(=CC=C3C2C2=CC(=C(C(=C2)C(C)(C)C)O)C(C)(C)C)F)C=C1